(5S)-3-((2-((S)-amino(4,4-difluorocyclohexyl)methyl)imidazo[1,2-b]pyridazin-6-yl)methyl)-5-(trifluoromethyl)pyrrolidin-2-one N[C@H](C=1N=C2N(N=C(C=C2)CC2C(N[C@@H](C2)C(F)(F)F)=O)C1)C1CCC(CC1)(F)F